FC(OC1=CC=C(C=C1)N1CCN(CC1)C(=O)C1(CCCC1)NC1=CC=C(C#N)C=C1)(F)F 4-((1-(4-(4-(trifluoromethoxy)phenyl)piperazine-1-carbonyl)cyclopentyl)amino)benzonitrile